[Cl-].COC=1C=C2C(NN=C(C2=CC1)C1=CC=C(C=C1)C[NH3+])=O (4-(6-methoxy-4-oxo-3,4-dihydrophthalazin-1-yl)phenyl)methylammonium chloride